CN1N=C(C=C1C1=CN=C(C2=CN=C(C=C12)OCC)NCC1=C(C=CC2=C1CCO2)F)C 4-(1,3-dimethyl-1H-pyrazol-5-yl)-6-ethoxy-N-((5-fluoro-2,3-dihydrobenzofuran-4-yl)methyl)-2,7-naphthyridin-1-amine